((((S)-1-(2-chlorophenyl)-2-oxocyclohexyl)(methyl)carbamoyl)oxy)methyl ethyl-L-valinate C(C)N[C@@H](C(C)C)C(=O)OCOC(N(C)[C@]1(C(CCCC1)=O)C1=C(C=CC=C1)Cl)=O